NC1=NC=2N(C(C=NC2C(=N1)C=1OC(=CC1)C)=O)CCN1CCN(CC1)C1=C(C=CC=C1)OC 2-amino-8-(2-(4-(2-methoxyphenyl)piperazin-1-yl)ethyl)-4-(5-methylfuran-2-yl)pteridin-7(8H)-one